4-(2-((S or R)-6-((R or S)-2-amino-3,3,3-trifluoro-2-phenylpropanoyl)-6-azaspiro[2.5]octan-1-yl)ethoxy)-2-chloro-N,N-dimethylbenzamide N[C@](C(=O)N1CCC2(C[C@H]2CCOC2=CC(=C(C(=O)N(C)C)C=C2)Cl)CC1)(C(F)(F)F)C1=CC=CC=C1 |o1:1,9|